[Na].C(CCC)OC(=O)C1=CC=C(O)C=C1 butyl-paraben sodium salt